CO[C@H]1[C@@H]([C@H]([C@@H]([C@H](O1)C(=O)[O-])O)O)O β-Methyl-D-Glucuronic Acid